N-(4-fluoro-3-(hydroxy(quinoxalin-6-yl)methyl)phenyl)trimethylacetamide FC1=C(C=C(C=C1)NC(C(C)(C)C)=O)C(C=1C=C2N=CC=NC2=CC1)O